Cl.BrC1=CC(=C(C=C1)NN)F (4-Bromo-2-fluorophenyl)hydrazine hydrochloride